C(CC)(=O)N[C@H]1C(O)O[C@@H]([C@@H]([C@@H]1O)O)CO N-propionylgalactosamine